(S)-1-[(S)-1-{(8-Azaspiro[4.5]decan-8-oyl)carbonyl}-3-methylbutyl]-3-isobutyl-2-piperazinone C1CCCC12CCN(CC2)C(=O)C(=O)[C@H](CC(C)C)N2C([C@@H](NCC2)CC(C)C)=O